O=C1NC(C[C@H](N1)C(=O)NCC1=CC=C(C=C1)NC1=CC=C(C=C1)C(C)(C)CC)=O (S)-2,6-dioxo-N-(4-((4-(tert-amyl)phenyl)amino)benzyl)hexahydropyrimidine-4-carboxamide